C(C)(C)(C)OC(=O)N1C(CC[C@H](C1)C(CNC1=NC=2N(C(=C1)N(CC1=CC(=CC=C1)NC(C(=C)F)=O)C(=O)OC(C)(C)C)N=CC2C(C)C)(C)C)(C)C (S)-5-((7-((tert-butoxycarbonyl)(3-(2-fluoroacrylamido)benzyl)amino)-3-isopropylpyrazolo[1,5-a]Pyrimidin-5-yl)aminotert-butyl)-2,2-dimethylpiperidine-1-carboxylic acid tert-butyl ester